C(C)S1(NC(C2=NC=C(C=C21)OC(C#N)(C)C)=N)=O 2-[(1R)-1-ethyl-3-imino-1-oxo-isothiazolo[4,5-b]pyridin-6-yl]oxy-2-methyl-propanenitrile